3-(4-Isobutoxy-phenyl)-5-(4-(4-methylpiperazin-1-yl)phenyl)-1H-pyrazolo[3,4-b]pyridine C(C(C)C)OC1=CC=C(C=C1)C1=NNC2=NC=C(C=C21)C2=CC=C(C=C2)N2CCN(CC2)C